N-[4-[(6,7-dimethoxy-1,5-naphthyridin-4-yl)oxy]-3-fluorophenyl]-1-(2-fluoroethyl)-5-(4-fluorophenyl)-2-methyl-4-oxopyridine-3-carboxamide COC=1N=C2C(=CC=NC2=CC1OC)OC1=C(C=C(C=C1)NC(=O)C1=C(N(C=C(C1=O)C1=CC=C(C=C1)F)CCF)C)F